1-(3-chloro-8,8-difluoro-4,5-dimethyl-6,7,8,9-tetrahydropyrido[3,2-b]indolizin-7-yl)-2-oxopyrrolidin ClC1=C(C=2C(=C3CC(C(CN3C2N=C1)(F)F)N1C(CCC1)=O)C)C